N,N-bis(2-hydroxyethyl)aminomethane diethyl-phosphate C(C)OP(=O)(OCC)O.OCCN(CCO)C